CC1=NC=2N3C(CN(C(C3=CC2S1)=O)CC(=O)OCC)C ethyl 2-(4,12-dimethyl-9-oxo-5-thia-1,3,10-triazatricyclo[6.4.0.02,6]dodeca-2(6),3,7-trien-10-yl)acetate